[4-(1,2,4-triazol-1-yl)phenyl] trifluoromethanesulfonate FC(S(=O)(=O)OC1=CC=C(C=C1)N1N=CN=C1)(F)F